4-amino-N-methyl-N-(6-(trifluoromethyl)-2,3-dihydrobenzofuran-3-yl)-1,3-dihydrofuro[3,4-c]quinoline-8-carboxamide NC1=NC=2C=CC(=CC2C2=C1COC2)C(=O)N(C2COC1=C2C=CC(=C1)C(F)(F)F)C